N-L-gamma-glutamyl-L-leucineAt N[C@@H](CCC(=O)N[C@@H](CC(C)C)C(=O)[O-])C(=O)O